N-methylquinoxalin-2(1H)-one CN1C(C=NC2=CC=CC=C12)=O